2-{[2-(4-ethoxypyridin-2-yl)-5H,6H,7H-cyclopenta[d]pyrimidin-4-yl](methyl)amino}-N-(2-methoxypyrimidin-5-yl)acetamide C(C)OC1=CC(=NC=C1)C=1N=C(C2=C(N1)CCC2)N(CC(=O)NC=2C=NC(=NC2)OC)C